((1R,3S,5S)-6-OXABICYCLO[3.1.0]HEXAN-3-YLOXY)(TERT-BUTYL)DIMETHYLSILANE [C@H]12CC(C[C@@H]2O1)O[Si](C)(C)C(C)(C)C